FC1(CN(C1)C1=C(C=C(C=C1)C1=NN=C(O1)O)C(F)(F)F)F 5-[4-(3,3-difluoroazetidin-1-yl)-3-(trifluoromethyl)phenyl]-1,3,4-oxadiazol-2-ol